3-(dimethylamino)-1-[4-(3-(4-isopropylpiperazin-1-yl)propoxy)phenyl]propan-1-ol tert-Butyl-2-[1-[6-methyl-2-(2-methylthiazolo[5,4-b]pyridin-5-yl)-4-oxo-chromen-8-yl]ethylamino]benzoate C(C)(C)(C)C=1C(=C(C(=O)OC(CCN(C)C)C2=CC=C(C=C2)OCCCN2CCN(CC2)C(C)C)C=CC1)NC(C)C=1C=C(C=C2C(C=C(OC12)C1=CC=C2C(=N1)SC(=N2)C)=O)C